(1-(6-((2-amino-2-oxo-1-phenylethyl)thio)-3,5-dicyano-4-cyclopropylpyridin-2-yl)piperidin-3-yl)carbamic acid tert-butyl ester C(C)(C)(C)OC(NC1CN(CCC1)C1=NC(=C(C(=C1C#N)C1CC1)C#N)SC(C(=O)N)C1=CC=CC=C1)=O